3-[[1-(difluoromethyl)cyclopropyl]methyl]propane FC(C1(CC1)CCCC)F